N1C=2N(CCC1)CCNC2 hexahydro-4H-pyrazino[1,2-a]pyrimidine